butyl 4,4-di(t-Butylperoxy)valerate C(C)(C)(C)OOC(CCC(=O)OCCCC)(C)OOC(C)(C)C